(R)-ruthenium chloride [Ru](Cl)(Cl)Cl